ClC=1C=NC(=C(C(=O)NC2CCC(CC2)CN2C(N(C3=NC=CC=C32)C=3C=C2C(=NNC2=CC3)C)=O)C1)C(F)F 5-chloro-2-(difluoromethyl)-N-((1r,4r)-4-((3-(3-methyl-1H-indazol-5-yl)-2-oxo-2,3-dihydro-1H-imidazo[4,5-b]pyridin-1-yl)methyl)cyclohexyl)nicotinamide